FC=1C(=C(C(=O)N)C=CC1NC(COC)=O)C 3-fluoro-4-(2-methoxyacetamido)-2-methylbenzamide